1-methyl-4-[4-(5-methyl-1,3-benzoxazol-2-yl)piperidin-1-yl]-7-[(oxetan-3-yl)oxy]-2-oxo-1,2-dihydroquinoline-3-carboxamide CN1C(C(=C(C2=CC=C(C=C12)OC1COC1)N1CCC(CC1)C=1OC2=C(N1)C=C(C=C2)C)C(=O)N)=O